6-(2-chloro-3-fluorophenyl)-2-[(4-{[2-(dimethylamino)ethyl](methyl)amino}phenyl)amino]-8-methyl-5-[2-(triisopropylsilyl)ethynyl]pyrido[2,3-d]pyrimidin-7-one ClC1=C(C=CC=C1F)C1=C(C2=C(N=C(N=C2)NC2=CC=C(C=C2)N(C)CCN(C)C)N(C1=O)C)C#C[Si](C(C)C)(C(C)C)C(C)C